1-(1H-imidazol-1-ylsulfonyl)-4-(2-chlorophenyl)piperidine N1(C=NC=C1)S(=O)(=O)N1CCC(CC1)C1=C(C=CC=C1)Cl